FC=1C=C(C=CC1)[C@@H]1CC=2C(=NC(=NC2CC1)N[C@H](CC)C1CCC(CC1)C(=O)O)N[C@@H](CN1CCCCC1)C1=CC=CC=C1 (1R,4r)-4-((R)-1-(((S)-6-(3-fluorophenyl)-4-(((R)-1-phenyl-2-(piperidin-1-yl)ethyl)amino)-5,6,7,8-tetrahydroquinazolin-2-yl)amino)propyl)cyclohexane-1-carboxylic acid